COC(C1=C(C=C(C=C1)N1CC(C1)C(OC)OC)Br)=O 2-bromo-4-[3-(dimethoxymethyl)azetidin-1-yl]Benzoic acid methyl ester